NCCCOC=C 3-aminopropylvinyl Ether